(fluoromethyl)-3-(trifluoromethoxy)-4-(2-(3-(trifluoromethoxy)phenethyl)phenoxy)-N-(trifluoromethyl)butan-1-amine FCC(CC(COC1=C(C=CC=C1)CCC1=CC(=CC=C1)OC(F)(F)F)OC(F)(F)F)NC(F)(F)F